N-((3R,4S)-4-((6-(2,6-dichloro-3,5-di-methoxyphenyl)-8-(((tetrahydro-2H-pyran-4-yl)methyl)amino)pyrido[3,4-d]pyrimidin-2-yl)amino)tetrahydro-furan-3-yl)acrylamide ClC1=C(C(=C(C=C1OC)OC)Cl)C1=CC2=C(N=C(N=C2)N[C@H]2[C@H](COC2)NC(C=C)=O)C(=N1)NCC1CCOCC1